C(C)(C)NC1=NC=C(N=C1)C1=NNC(=C1C(C)C)C=1C=C(C=2N(C1)N=CN2)C N-isopropyl-5-(4-isopropyl-5-(8-methyl-[1,2,4]triazolo[1,5-a]pyridin-6-yl)-1H-pyrazol-3-yl)pyrazin-2-amine